3-(bromomethyl)-oxetane BrCC1COC1